CC1=NC(=CC(=C1)C1=C(C=2C(=CN=C(C2F)C2CCN(CC2)C2COC2)N1)C(C)C)C 2-(2,6-dimethylpyridin-4-yl)-4-fluoro-3-isopropyl-5-(1-(oxetan-3-yl)piperidin-4-yl)-1H-pyrrolo[2,3-c]pyridine